7-fluoro-4-(2-(pyridin-3-yl)ethyl)-1-thioxo-2,4-dihydro-[1,2,4]triazolo[4,3-a]quinazolin-5(1H)-one FC=1C=C2C(N(C=3N(C2=CC1)C(NN3)=S)CCC=3C=NC=CC3)=O